tert-butyl (3-(4-(3-fluoro-4-(trifluoromethoxy)phenyl)-1H-pyrazol-1-yl)bicyclo[1.1.1]pentan-1-yl)carbamate FC=1C=C(C=CC1OC(F)(F)F)C=1C=NN(C1)C12CC(C1)(C2)NC(OC(C)(C)C)=O